C1CNC=CC=C1 dihydroazepine